O1CC12CCOCC2 1,6-dioxaspiro(2.5)octane